5-amino-N-(3-chloro-4-fluorophenyl)-3-(5-ethynyl-5-hydroxyoctahydropentalen-2-yl)-1-methyl-1H-pyrazole-4-carboxamide NC1=C(C(=NN1C)C1CC2CC(CC2C1)(O)C#C)C(=O)NC1=CC(=C(C=C1)F)Cl